CN1CCN(CC1)C[Si](C)(C)C 1-methyl-4-((trimethylsilyl)methyl)piperazine